ClC=1C=C(C=CC1F)[C@H](NC(=O)N1[C@@H](C(NCC1)=O)C)C1C[C@H]2C([C@H]2C1)(F)F |o1:8| (2R)-N-((R or S)-(3-chloro-4-fluoro-phenyl)((1R,3s,5S)-6,6-difluoro-bicyclo[3.1.0]hexan-3-yl)methyl)-2-methyl-3-oxo-piperazine-1-carboxamide